N-(1H-indol-3-yl)-5-(3-(methylsulfonyl)phenyl)isoindoline-2-carboxamide N1C=C(C2=CC=CC=C12)NC(=O)N1CC2=CC=C(C=C2C1)C1=CC(=CC=C1)S(=O)(=O)C